CC(CC(CC)O)O 2,4-hexanediol